NC1=CC(=C(N=N1)C=1CCN([C@H](C1)C)C(=O)OC(C)(C)C)C tert-Butyl (6S)-4-(6-amino-4-methylpyridazin-3-yl)-6-methyl-1,2,3,6-tetrahydropyridine-1-carboxylate